C1(CCCCC1)([2H])N[C@@H]1[C@H](CCCC1)CC=1C(=C2CN(C(C2=CC1)=O)C1C(NC(CC1)=O)=O)F 3-(5-(((1R,2S)-2-((cyclohexyl-1-d)amino)cyclohexyl)methyl)-4-fluoro-1-oxoisoindolin-2-yl)piperidine-2,6-dione